OCCN(C1=CC=C(C=C1)C[C@@H](C(=O)N[C@H](C(=O)OCC)CC1=CC=C(C=C1)F)NC(=O)OC(C)(C)C)CCO ethyl (S)-2-((S)-3-(4-(bis(2-hydroxyethyl)amino)phenyl)-2-((tert-butoxycarbonyl)amino)propanamido)-3-(4-fluorophenyl)propanoate